5-chloro-1-methylpyrazolo[3,4-c]pyridine-3-carbonitrile ClC=1C=C2C(=CN1)N(N=C2C#N)C